8-iodo-N-methyl-N-phenylpyrazolo[1,5-a][1,3,5]triazin-4-amine IC=1C=NN2C1N=CN=C2N(C2=CC=CC=C2)C